Cl.CS(=O)(=O)C1=CC(=C(C(=O)NC(=N)N)C=C1S(=O)(=O)C)C N-(4,5-bis-methanesulfonyl-2-methyl-benzoyl)-guanidine HCl salt